FC(C(=O)O)(F)F.FC(C(=O)O)(F)F.FC(C(=O)O)(F)F.FC(C(=O)O)(F)F.FC(C(=O)O)(F)F.O=C1NC(CCC1N1C(C2=CC=CC=C2C1=O)=O)=O 2-(2,6-dioxo-3-piperidinyl)isoindoline-1,3-dione pentatrifluoroacetate